[2-(ethylamino)-4-methyl-7-oxo-thieno[2,3-d]pyridazin-6-yl]acetic acid ethyl ester C(C)OC(CN1N=C(C2=C(C1=O)SC(=C2)NCC)C)=O